2-vinyl-4-methyl-2-oxazoline C(=C)C=1OCC(N1)C